tert-butyl (1S,4S)-5-[4-[3-chloro-4-(tetrahydrofuran-3-ylmethoxy) anilino]pyrido[3,2-d]pyrimidin-6-yl]-2,5-diazabicyclo[2.2.1]heptane-2-carboxylate ClC=1C=C(NC=2C3=C(N=CN2)C=CC(=N3)N3[C@@H]2CN([C@H](C3)C2)C(=O)OC(C)(C)C)C=CC1OCC1COCC1